3-((6-([4,4'-bipiperidin]-1-yl)pyridin-3-yl)amino)piperidine-2,6-dione HCl salt Cl.N1(CCC(CC1)C1CCNCC1)C1=CC=C(C=N1)NC1C(NC(CC1)=O)=O